methyl (2R)-2-(4-{[3-chloro-5-(trifluoromethyl)pyridin-2-yl]oxy}phenoxy)propanoate ClC=1C(=NC=C(C1)C(F)(F)F)OC1=CC=C(O[C@@H](C(=O)OC)C)C=C1